N1=C(C=CC=C1)C1=NC(=NC(=N1)C1=NC=CC=C1)C1=NC=CC=C1 2,4,6-tris-(2-pyridyl)-1,3,5-triazine